inden-1-amine C1(C=CC2=CC=CC=C12)N